(3-carbazole-9-yl-2-hydroxypropyl)-N-furan-2-yl-methyl-methanesulfonamide C1=CC=CC=2C3=CC=CC=C3N(C12)CC(CC(S(=O)(=O)NC=1OC=CC1)C)O